5-(3-methoxy-4-(piperazine-1-carbonyl)phenyl)-1,3-dimethylpyridin-2(1H)-one TFA salt OC(=O)C(F)(F)F.COC=1C=C(C=CC1C(=O)N1CCNCC1)C=1C=C(C(N(C1)C)=O)C